ClC1=CC(=C(C(=C1)Cl)NC(=O)C=1N(N=C(C1)C(F)(F)F)C1=NC=CC=C1Cl)C(N=S(CC)CC)=O N-[4,6-dichloro-2-[(diethyl-lambda4-sulfanylidene)-carbamoyl]-phenyl]-2-(3-chloro-2-pyridyl)-5-(trifluoromethyl)pyrazole-3-carboxamide